P(=O)(O)(O)[O-].[Fe+2].[Mn+2].P(=O)(O)(O)[O-].P(=O)(O)(O)[O-].P(=O)(O)(O)[O-] manganese iron dihydrogen phosphate salt